COC(=O)C=1C(=C(C2=C(C(C(O2)Cl)Cl)C1)F)F 2,3-dichloro-6,7-difluoro-2,3-dihydrobenzofuran-5-carboxylic acid methyl ester